5-((4-(pyridine-4-yl)benzylidene)amino)isophthalic acid N1=CC=C(C=C1)C1=CC=C(C=NC=2C=C(C=C(C(=O)O)C2)C(=O)O)C=C1